C(C)OC(=O)C=1NC2=CC(=CC(=C2C1)OC1=CC(=C(C=C1)F)OC)NC(C)=O 4-(3-methoxy-4-fluorophenoxy)-6-acetamido-1H-indole-2-carboxylic acid ethyl ester